C(#N)C=1C=CC(=NC1)N(C1CN(C1)C(=O)OC(C)(C)C)C tert-butyl 3-((5-cyanopyridin-2-yl)(methyl)amino)azetidine-1-carboxylate